4-{2-[(1S,4s)-4-{[rel-(1R,5S)-2-[(tert-butoxy)carbonyl]-7-oxo-9-oxa-2,6-diazaspiro[4.5]dec-1-yl]methoxy}cyclohexyl]phenoxy}butanoic acid C(C)(C)(C)OC(=O)N1[C@H]([C@]2(CC1)NC(COC2)=O)COC2CCC(CC2)C2=C(OCCCC(=O)O)C=CC=C2 |o1:8,9|